2-(3,4-difluorophenyl)cyclopropan-1-amine dihydrochloride Cl.Cl.FC=1C=C(C=CC1F)C1C(C1)N